N(N)C1=CC=C(C=N1)[S@](=O)(C)=N (R)-(6-hydrazineylpyridin-3-yl)(imino)(methyl)-λ6-sulfanone